methyl 4-(((R)-1-(2-((S)-1-(2,2-difluorobenzo[d][1,3]dioxol-5-yl)ethoxy)pyridine-4-yl)-3-(trifluoromethyl)-4,5,6,7-tetrahydro-1H-indazol-7-yl)oxy)benzoate FC1(OC2=C(O1)C=CC(=C2)[C@H](C)OC2=NC=CC(=C2)N2N=C(C=1CCC[C@H](C21)OC2=CC=C(C(=O)OC)C=C2)C(F)(F)F)F